henicosa-12,15-dien-1-yl-7-hexyltridecanoate C(CCCCCCCCCCC=CCC=CCCCCC)OC(CCCCCC(CCCCCC)CCCCCC)=O